4-methoxy-1H-pyrrolo[3,2-c]Pyridine-2-carboxylic acid COC1=NC=CC2=C1C=C(N2)C(=O)O